3,3-dimethoxyacrylic acid methyl ester COC(C=C(OC)OC)=O